C(C)(=O)C1(O)[C@H](N)[C@@H](O)[C@H](O)[C@H](O1)CO acetyl-glucosamine